C(C)(C)(C)OC(=O)N[C@H](C(=O)OCN1C(N(SC1NC(C1=CC=C(C=C1)Cl)=O)CC1=CC=C(C=C1)Cl)=O)C(C)C [5-(4-chlorobenzamido)-2-[(4-chlorophenyl)methyl]-3-oxo-1,2,4-thiadiazolidin-4-yl]methyl (2S)-2-{[(tert-butoxy)carbonyl]amino}-3-methylbutanoate